(2-(1-methyl-1H-imidazol-5-yl)-4-(trifluoromethyl)oxazol-5-yl)methanone CN1C=NC=C1C=1OC(=C(N1)C(F)(F)F)C=O